5-amino-4-hydroxy-N,N,2-trimethyl-benzenesulfonamide NC=1C(=CC(=C(C1)S(=O)(=O)N(C)C)C)O